FC1=C(C(=CC=C1C=1C(=NN(C1)C(C)C)F)O)N1CC(NS1(=O)=O)=O 5-(2-fluoro-3-(3-fluoro-1-isopropyl-1H-pyrazol-4-yl)-6-hydroxyphenyl)-1,2,5-thiadiazolidin-3-one 1,1-dioxide